COC1=C(CN(C=2OC3=C(N2)C=CC=C3N3C[C@@H](OCC3)C(=O)N3[C@H](C2=C(C=C(C=C2CC3)Cl)Cl)C)CC3=C(C=C(C=C3)OC)OC)C=CC(=C1)OC ((R)-4-(2-(bis(2,4-dimethoxybenzyl)amino)benzo[d]oxazol-7-yl)morpholin-2-yl)((S)-6,8-dichloro-1-methyl-3,4-dihydroisoquinolin-2(1H)-yl)methanone